4-nitrosophenol N(=O)C1=CC=C(C=C1)O